n-methyl-2-(1-methyl-1H-pyrazol-5-yl)-N-(1-methylcyclopropyl)pyrido[3,4-d]Pyrimidin-4-amine CN(C=1C2=C(N=C(N1)C1=CC=NN1C)C=NC=C2)C2(CC2)C